N1(CCCCC1)S(=O)(=O)C1=CC=C(CNC(=O)N2C=CC3=CC=C(C=C23)C(F)(F)F)C=C1 N-(4-(piperidin-1-ylsulfonyl)benzyl)-6-(trifluoromethyl)-1H-indole-1-carboxamide